FC(C1=NN=C(O1)C=1C=CC(=NC1)CN1C(N(C2=C1C=C(C(=C2)C=2C=NNC2)F)C2CN(C2)C2COC2)=O)F 1-((5-(5-(difluoromethyl)-1,3,4-oxadiazole-2-yl)pyridine-2-yl)methyl)-6-fluoro-3-(1-(oxetan-3-yl)azetidine-3-yl)-5-(1H-pyrazole-4-yl)-1,3-dihydro-2H-benzo[d]imidazole-2-one